ethyl 3-amino-4-(benzyloxy)-2,2-difluorobutyrate NC(C(C(=O)OCC)(F)F)COCC1=CC=CC=C1